FC=1C=C(C=CC1)[C@@H]1[C@H](NC(O1)=O)C=1C(=NC=C(C1)C#CC1=CC=CC=C1)OC (4R,5R)-5-(3-fluorophenyl)-4-(2-methoxy-5-(phenylethynyl)-3-pyridinyl)-1,3-oxazolidin-2-one